N1=CC(=CC2=CC=CC=C12)CNC(CCCCCCCC)=O N-(quinolin-3-ylmethyl)nonanamide